SCCSCC(C)S 1-[(2-mercaptoethyl)thio]-2-propanethiol